COC=1C=C(C=CC1N1CCN(CC1)C)NC1=NC2=CC=CC=C2C=N1 2-((3-methoxy-4-(4-methylpiperazin-1-yl)phenyl)amino)quinazolin